F[C@@H]1CC=2N(NOC2)C1 (5R)-5-fluoro-5,6-dihydro-4H-pyrrolo[1,2-c]Oxadiazole